C(C)(C)C(CCC)CCC 4-isopropylheptane